OCCC[SH+]CCCO bis-(3-hydroxypropyl)sulfonium